4,4'-isopropylidene-bis(2,6-di-t-butylphenol) C(C)(C)(C1=CC(=C(C(=C1)C(C)(C)C)O)C(C)(C)C)C1=CC(=C(C(=C1)C(C)(C)C)O)C(C)(C)C